C(C)(C)(C)OC(=O)N1[C@@H](CC[C@@H]1[C@H](O)C1=CC(=CC=C1)F)CC1CCN(CC1)C(=O)OC(C)(C)C tert-butyl 4-(((2S,5R)-1-(tert-butoxycarbonyl)-5-((R)-(3-fluorophenyl)(hydroxy)methyl)pyrrolidin-2-yl)methyl)-piperidine-1-carboxylate